2-((4-((R)-2-(5-chloro-3-methoxypyridin-2-yl)-2H-chromen-8-yl)piperidin-1-yl)methyl)-1-(((S)-oxetan-2-yl)methyl)-1H-benzo[d]imidazole-6-carboxylic acid ClC=1C=C(C(=NC1)[C@@H]1OC2=C(C=CC=C2C=C1)C1CCN(CC1)CC1=NC2=C(N1C[C@H]1OCC1)C=C(C=C2)C(=O)O)OC